(R)-N-(4-((2-chloro-6-fluorophenyl)carbamoyl)-2-fluoro-5-(((S)-1,1,1-trifluoropropan-2-yl)oxy)phenyl)-2-(hydroxymethyl)pyrrolidine-1-carboxamide ClC1=C(C(=CC=C1)F)NC(=O)C1=CC(=C(C=C1O[C@H](C(F)(F)F)C)NC(=O)N1[C@H](CCC1)CO)F